C1(CC1)C1=C(C=C(C(=C1)[N+](=O)[O-])OC)N1CCC2(CC1)CCN(CC2)CC2CCNCC2 3-(2-cyclopropyl-5-methoxy-4-nitrophenyl)-9-(piperidin-4-ylmethyl)-3,9-diazaspiro[5.5]Undecane